C[Sn](C1=CC=2C(S1)=C(C1=C(SC(=C1)[Sn](C)(C)C)C2C=2SC(=C(C2)CCCCCCCC)CCCCCCCC)C=2SC(=C(C2)CCCCCCCC)CCCCCCCC)(C)C 2,6-bis(trimethylstannyl)-4,8-bis(4,5-dioctylthiophen-2-yl)benzo[1,2-b:4,5-b']dithiophene